(S)-N-[(R)-[1-(3-amino-2-hydroxypropanoyl)piperidin-4-yl][4,5-dichloro-2-(prop-2-en-1-yloxy)phenyl]methyl]-2-methylpropane-2-sulfinamide NCC(C(=O)N1CCC(CC1)[C@@H](N[S@@](=O)C(C)(C)C)C1=C(C=C(C(=C1)Cl)Cl)OCC=C)O